C(CCCCCCCCCCCCCCC)N1C(=C(C(C2=C(C=C(C=C12)OC)O)=O)O)C1=CC(=C(C=C1)O)OC N-hexadecyl-2-(3-methoxy-4-hydroxyphenyl)-7-methoxy-3,5-dihydroxyquinolin-4-one